S1N=C(C2=C1C=CC=C2)NC(C2=C(C=CC=C2)OC)=O N-(Benzo[d]isothiazol-3-yl)-2-methoxybenzamide